5-(4-Methoxybenzylidene)-2-thioxodihydropyrimidine-4,6(1H,5H)-dione COC1=CC=C(C=C2C(NC(NC2=O)=S)=O)C=C1